ClCCN(S(=O)(=O)C1=CC=C(C=C1)C)CCCl N,N-bis(2-chloroethyl)-4-methylbenzenesulfonamide